4-oxo-2-(trifluoromethyl)piperidine-1-carboxylic acid tert-butyl ester C(C)(C)(C)OC(=O)N1C(CC(CC1)=O)C(F)(F)F